6-chloro-dimethylpyrido[3,2-d]Pyrimidine-4,8-diamine ClC=1C(=C(C=2N=C(N=C(C2N1)N)C)N)C